5-[2-(dimethylamino) ethyl]-2,2-dimethyl-4,9-dioxo-11-{4-[(1-oxododecyl) oxy] butyl}-5,8-diaza-3,10-dioxapentadecan-15-yl dodecanoate C(CCCCCCCCCCC)(=O)OCCCCC(OC(NCCN(C(OC(C)(C)C)=O)CCN(C)C)=O)CCCCOC(CCCCCCCCCCC)=O